C(CCCOC1=CC2=C([Se]C(=C2)C(CCC(=O)O)=O)C=C1OC)OC1=CC2=C([Se]C(=C2)C(CCC(=O)O)=O)C=C1OC 4,4'-((butane-1,4-diylbis(oxy))bis(6-methoxybenzo[b]selenophen-5,2-diyl))bis(4-oxobutanoic acid)